4,4-di(tert-butyldiphenylsiloxy)benzhydrylamine O([Si](C1=CC=CC=C1)(C1=CC=CC=C1)C(C)(C)C)C1(CC=C(C(C2=CC=CC=C2)N)C=C1)O[Si](C1=CC=CC=C1)(C1=CC=CC=C1)C(C)(C)C